N-benzyloxy-1-[1-[[4-[5-(trifluoromethyl)-1,2,4-oxadiazol-3-yl]phenyl]methyl]pyrazol-4-yl]methanimine C(C1=CC=CC=C1)ON=CC=1C=NN(C1)CC1=CC=C(C=C1)C1=NOC(=N1)C(F)(F)F